di(methyl)n-propyl-(n-propoxy)silane C[Si](OCCC)(CCC)C